4-amino-3-methylbenzenesulfonamide NC1=C(C=C(C=C1)S(=O)(=O)N)C